FC(N1N=CC(=C1)C1=CC=C2C=NC(=NC2=C1)NC1=C(C=C2CCN(CC2=C1)C)OC)F 7-[1-(difluoromethyl)-1H-pyrazol-4-yl]-N-(6-methoxy-2-methyl-1,2,3,4-tetrahydroisoquinolin-7-yl)quinazolin-2-amine